CC1=CC(=CC(=N1)NC1=NN(C=N1)COCC[Si](C)(C)C)C(F)(F)F 6-methyl-4-(trifluoromethyl)-N-(1-((2-(trimethylsilyl)ethoxy)methyl)-1H-1,2,4-triazol-3-yl)pyridin-2-amine